C(C)(=O)C=1C=C(C(=NC1C)SCC(=O)O)C#N [(5-ACETYL-3-CYANO-6-METHYLPYRIDIN-2-YL)THIO]ACETIC ACID